3-{4-[trans-4-amino-3-methoxypiperidin-1-yl]-3-(3,5-difluorophenyl)quinolin-6-yl}benzonitrile N[C@H]1[C@@H](CN(CC1)C1=C(C=NC2=CC=C(C=C12)C=1C=C(C#N)C=CC1)C1=CC(=CC(=C1)F)F)OC